C(CCCCCCCCCCCCCCCCC)C(C(=O)O)(C)C stearyl-dimethyl-acetic acid